C(C)(C)C1=C(NC2=CC=C(C=C12)C1CN(C1)CCOC)C=1C(=C(C(N(C1)C)=O)C)C 5-(3-Isopropyl-5-(1-(2-methoxyethyl)azetidin-3-yl)-1H-indol-2-yl)-1,3,4-trimethylpyridin-2(1H)-on